2-(piperazin-1-yl)pyridin N1(CCNCC1)C1=NC=CC=C1